O1C(=CC=C1)CNC(O)=O.C(N)(OCC=1OC=CC1)=O 2-furanylmethyl carbamate (2-furanyl methyl carbamate)